N-(cis-4-((4-methoxy-5-(quinolin-6-yl)pyrrolo[2,1-f][1,2,4]triazin-2-yl)amino)cyclohexyl)acetamide COC1=NC(=NN2C1=C(C=C2)C=2C=C1C=CC=NC1=CC2)N[C@H]2CC[C@H](CC2)NC(C)=O